4-(2-(3-(2-((1,5-dimethyl-1H-pyrazol-3-yl)amino)-5-methylpyrimidin-4-yl)-1H-indol-7-yl)-1-oxoisoindolin-4-yl)-3-fluorobenzonitrile CN1N=C(C=C1C)NC1=NC=C(C(=N1)C1=CNC2=C(C=CC=C12)N1C(C2=CC=CC(=C2C1)C1=C(C=C(C#N)C=C1)F)=O)C